(4-ethenylphenyl)-(1-hydroxy-cyclohexyl)methanone C(=C)C1=CC=C(C=C1)C(=O)C1(CCCCC1)O